ClC1=CC=C(C=C1)CCC1OCCO1 2-[2-(4-CHLOROPHENYL)ETHYL]-1,3-DIOXOLAN